C(C)(=O)C1=NN(C2=CC=C(C=C12)C=1C=NC(=NC1)C)CC(=O)N1[C@@H]2C[C@@]2(C[C@H]1C(=O)N[C@@H](C)C(C)(C)C)C (1R,3S,5R)-2-(2-(3-acetyl-5-(2-methylpyrimidin-5-yl)-1H-indazol-1-yl)acetyl)-N-((S)-3,3-dimethylbutan-2-yl)-5-methyl-2-azabicyclo[3.1.0]hexane-3-carboxamide